4-amino-7-bromo(iodo)pyrrolo[2,1-f][1,2,4]triazine NC1=NC(=NN2C1=CC=C2Br)I